Nerol oxid OCC1C(CCC=C(C)C)(C)O1